2-phenyl-4,5-dimercaptomethylimidazole C1(=CC=CC=C1)C=1NC(=C(N1)CS)CS